C(C)(C)(C)OC(=O)N1C(CCCC1)C=1NC2=CC(=CC=C2C1)C#N 2-(6-cyano-1H-indol-2-yl)piperidine-1-carboxylic acid tert-butyl ester